2-{2-Fluoro-6-[(3S)-3-methoxypiperidin-1-yl]pyridin-3-yl}-1H-indol FC1=NC(=CC=C1C=1NC2=CC=CC=C2C1)N1C[C@H](CCC1)OC